1-((2-(2,6-Dioxopiperidin-3-yl)-1,3-dioxoisoindolin-4-yl)amino)-3,6,9,12-tetraoxapentadecan-15-oic acid O=C1NC(CCC1N1C(C2=CC=CC(=C2C1=O)NCCOCCOCCOCCOCCC(=O)O)=O)=O